4,8-dimethoxy-1-naphthalene-carboxaldehyde COC1=CC=C(C2=C(C=CC=C12)OC)C=O